(S,E)-5-(diethylamino)-3-((3-(3-(2-(4-(dimethylamino)-N-methylbut-2-enamido)propanamido)propoxy)phenyl)amino)-6-ethylpyrazine-2-carboxamide PropyleneDicarboxylate C(C(C)C(=O)O)C(=O)O.C(C)N(C=1N=C(C(=NC1CC)C(=O)N)NC1=CC(=CC=C1)OCCCNC([C@H](C)N(C(\C=C\CN(C)C)=O)C)=O)CC